OC=1C(=CC2=CC(=CC=C2C1N=NC1=C(C=CC=C1)[As](=O)(O)O)S(=O)(=O)[O-])S(=O)(=O)[O-].[Na+].[Na+] disodium 3-hydroxy-4-[(2-arsonophenyl)diazenyl]naphthalene-2,7-disulfonate